1-((R)-3,3-difluoro-4-((6-fluoro-5-(1-((R)-2-fluoropropyl)-1H-benzo[d][1,2,3]triazol-6-yl)-4-methoxypyrrolo[2,1-f][1,2,4]triazin-2-yl)amino)piperidin-1-yl)ethan-1-one FC1(CN(CC[C@H]1NC1=NN2C(C(=N1)OC)=C(C(=C2)F)C=2C=CC1=C(N(N=N1)C[C@@H](C)F)C2)C(C)=O)F